4-Fluoro-3-[(Z)-2-fluoro-2-{5-[(oxetan-3-yl)amino]pyridin-3-yl}vinyl]-N-[(1S,2S)-2-hydroxycyclohexyl]benzamide FC1=C(C=C(C(=O)N[C@@H]2[C@H](CCCC2)O)C=C1)\C=C(\C=1C=NC=C(C1)NC1COC1)/F